C(C)(C)(C)OC(=O)N1C2CC(CC1CC2)C(C2=C(C(=CC=C2)Br)F)=O 3-(3-bromo-2-fluorobenzoyl)-8-azabicyclo[3.2.1]octane-8-carboxylic acid tert-butyl ester